FC(C1=CC=CC(=N1)C=1N=CC=2OCCN(C2N1)C1=CC=NC=C1C#N)F 4-(2-(6-(difluoromethyl)pyridin-2-yl)-6,7-dihydro-8H-pyrimido[5,4-b][1,4]oxazin-8-yl)nicotinonitrile